COC(=O)C=1N=C(C=2N(C1)C=C(N2)C2CC2)OCC 2-cyclopropyl-8-ethoxyimidazo[1,2-a]pyrazine-6-carboxylic acid methyl ester